CCCCCCCCCCCC(CC(=O)O[C@H]1[C@@H]([C@H](OC([C@@H]1[NH3+])OP(=O)([O-])OP(=O)([O-])OC[C@@H]2[C@H]([C@H]([C@@H](O2)N3C=CC(=O)NC3=O)O)O)CO)O)O The molecule is a nucleotide-sugar oxoanion that is the conjugate base of UDP-3-O-(3-hydroxytetradecanoyl)-D-glucosamine, having an anionic diphosphate function and a protonated primary amino group. It is a conjugate base of an UDP-3-O-(3-hydroxytetradecanoyl)-D-glucosamine.